O=C1NC(CCC1N1C(C2=CC=C(C=C2C1=O)C1(CCN(CC1)CC=1N=C(OC1)C1=CC=CC=C1)O)=O)=O 2-(2,6-dioxopiperidin-3-yl)-5-(4-hydroxy-1-((2-phenyloxazol-4-yl)methyl)piperidin-4-yl)isoindoline-1,3-dione